2,5-diformyl-furan C(=O)C=1OC(=CC1)C=O